ClC=1C=C(C2=C(N(C(N(C2)C2CCC(CC2)C(=O)NC2=CC(=C(C=C2)OC)C)=O)CC2=CC=C(C=C2)OC)N1)C (1s,4s)-4-(7-Chloro-1-(4-methoxybenzyl)-5-methyl-2-oxo-1,2-dihydropyrido[2,3-d]pyrimidin-3(4H)-yl)-N-(4-methoxy-3-methylphenyl)cyclohexanecarboxamide